CN1N=CC(=C1)C1=CC=NC=C1 4-(1-methyl-1H-pyrazol-4-yl)pyridine